(S)-N-(5-(2-(2-aminopyridin-3-yl)-5-(1H-pyrazol-1-yl)-3H-imidazo[4,5-b]pyridin-3-yl)-2,3-dihydro-1H-inden-1-yl)-2-(N-methylacrylamido)benzamide NC1=NC=CC=C1C1=NC=2C(=NC(=CC2)N2N=CC=C2)N1C=1C=C2CC[C@@H](C2=CC1)NC(C1=C(C=CC=C1)N(C(C=C)=O)C)=O